6-Chloro-(4-fluoro-1-(3-(4-benzoylpiperazine-1-carbonyl)benzyl)quinazoline) ClC=1C=C2C(=NCN(C2=CC1)CC1=CC(=CC=C1)C(=O)N1CCN(CC1)C(C1=CC=CC=C1)=O)F